NC=1C=C(C=CC1)NC1=NC=CC(=N1)NC1=NC(=NC=C1)C1=NC(=CC=C1)C N2-(3-aminophenyl)-N4-[2-(6-methyl-2-pyridyl)pyrimidin-4-yl]pyrimidine-2,4-diamine